NC=1N=C(SC1C(=O)C1=CC(=NO1)O)N(C1=CC=C(C=C1)F)C(C(=O)N)C (N-[4-Amino-5-(3-hydroxyisoxazol-5-carbonyl)thiazol-2-yl]-4-fluoroanilino)propanamid